[5-(4-Nitrophenyl)furan-2-yl]{4-[4-(trifluoromethyl)phenyl]piperazin-1-yl}methanone [N+](=O)([O-])C1=CC=C(C=C1)C1=CC=C(O1)C(=O)N1CCN(CC1)C1=CC=C(C=C1)C(F)(F)F